4-cyclopropyl-1-(piperidin-4-yl)-2,3-dihydro-1H-1,3-benzodiazol-2-one C1(CC1)C1=CC=CC=2N(C(NC21)=O)C2CCNCC2